6,10,14-trimethyl-pentadeca-5,9,13-trien-2-one CC(=CCCC(C)=O)CCC=C(CCC=C(C)C)C